1-phenyl-N-(2,3,6-trifluoro-4-((3-(2-((5-(2-fluoropropan-2-yl)piperidin-3-yl)amino)pyrimidin-4-yl)pyridin-2-yl)oxy)phenyl)methanesulfonamide hydrochloride Cl.C1(=CC=CC=C1)CS(=O)(=O)NC1=C(C(=C(C=C1F)OC1=NC=CC=C1C1=NC(=NC=C1)NC1CNCC(C1)C(C)(C)F)F)F